tert-butyl 5-acetyl-3-(2-methyl-7-(N-methylmethanesulfonamido)-2,3-dihydro-[1,4]dioxino[2,3-c]pyridin-5-yl)-1H-pyrrolo[2,3-c]pyridine-1-carboxylate C(C)(=O)C=1C=C2C(=CN1)N(C=C2C2=NC(=CC1=C2OCC(O1)C)N(S(=O)(=O)C)C)C(=O)OC(C)(C)C